NC1CCOC2=CC(=CC=C12)O 4-aminochroman-7-ol